C(C1=CC=CC=C1)C1=C(N)C(=CC(=C1)C)CC1=CC=CC=C1 2,6-Dibenzyl-4-methylaniline